1-benzyl-N-[(6S)-2-(2-ethoxyethyl)-4-methyl-5-oxo-7,8-dihydro-6H-pyrazolo[1,5-a][1,3]diazepin-6-yl]-1,2,4-triazole-3-carboxamide C(C1=CC=CC=C1)N1N=C(N=C1)C(=O)N[C@@H]1C(N(C=2N(CC1)N=C(C2)CCOCC)C)=O